C(CCCCCCCC(CCCCCCCCCC)(C(=O)OC(C)(C)C)C(=O)OC(C)(C)C)C(=O)OCC1=CC=CC=C1 1-benzyl 9,9-di-tert-butyl nonadecane-1,9,9-tricarboxylate